C(C)OC1CCN(CC1)C1=NC=CC=C1N 2-(4-ethoxypiperidin-1-yl)pyridin-3-amine